C(C=C)(=O)N1CC(N(CC1)C=1C2=C(N(C(N1)=O)C=1C(=NC=CC1C)C(C)C)N=C(C(=C2)F)C2=C(C=CC=C2O)F)C 4-(4-acryloyl-2-methylpiperazin-1-yl)-6-fluoro-7-(2-fluoro-6-hydroxyphenyl)-1-(2-isopropyl-4-methylpyridin-3-yl)pyrido[2,3-d]pyrimidin-2(1H)-one